tert-butyl (3R)-3-anilinopiperidine-1-carboxylate N(C1=CC=CC=C1)[C@H]1CN(CCC1)C(=O)OC(C)(C)C